NC1=CC=C2C(=N1)CCC2NC(CC)=O (2S)-1-((2-amino-6,7-dihydro-5H-cyclopenta[b]pyridin-5-yl)amino)-1-oxopropane